FC1=C(C=CC(=C1)OC)[C@H]1[C@@H](/C(/NC1)=N/OC)NC(=O)NC1=CC=C(C=C1)F |o1:9,10| (-)-1-[(3S*,4R*,Z)-4-(2-fluoro-4-methoxyphenyl)-2-(methoxyimino)pyrrolidin-3-yl]-3-(4-fluorophenyl)urea